C1CNC[C@@H]2N1C1=C(OC2)C=C(C=C1)N1C(NC(CC1)=O)=O (S)-1-(1,2,3,4,4a,5-hexahydrobenzo[b]pyrazino[1,2-d][1,4]oxazin-8-yl)dihydropyrimidine-2,4(1H,3H)-dione